8-methoxy-N-[(5-methyl-1,3,4-oxadiazol-2-yl)methyl]-6-(5-methyl-2-pyridyl)quinazolin-4-amine COC=1C=C(C=C2C(=NC=NC12)NCC=1OC(=NN1)C)C1=NC=C(C=C1)C